[Nb].[Li] Lithium-Niobium